[SiH3]C1C(CCC1)[SiH3] 1,2-disilylcyclopentane